CC1(OB(OC1(C)C)C=1C=C(C=CC1)N1C(C=CC(=C1)C(F)(F)F)=O)C 1-(3-(4,4,5,5-tetramethyl-1,3,2-dioxaborolan-2-yl)phenyl)-5-(trifluoromethyl)pyridin-2(1H)-one